ditertiary hexyl peroxide C(C)(C)(CCC)OOC(C)(C)CCC